(S)-1-(3-(2-(2-cyclopropylphenyl)pyrrolidin-1-yl)cyclobutyl)-4-(4,4,5,5-tetramethyl-1,3,2-dioxaborolan-2-yl)-1H-pyrazole C1(CC1)C1=C(C=CC=C1)[C@H]1N(CCC1)C1CC(C1)N1N=CC(=C1)B1OC(C(O1)(C)C)(C)C